4-bromothiazole-5-carboxylic Acid BrC=1N=CSC1C(=O)O